C(CCCCCCC)C1=CC2=C(C=C1)C=1SC3=C(C1S2)C=CC(=C3)CCCCCCCC 2,7-dioctyl-1-benzothieno[3,2-b][1]benzothiophene